2,5'-bipyrimidin-4-amine N1=C(N=C(C=C1)N)C=1C=NC=NC1